1-(6,7-dihydro-4H-thieno[3,2-c]pyran-4-yl)-cyclopropylamine S1C=CC=2C(OCCC21)C2(CC2)N